3,2-dithiolan C1SSCC1